FC1=C(C=CC(=C1)N1CCNCC1)NC(=O)C=1C(=C(C=2N(C1)C=C(N2)C)C)OC N-(2-fluoro-4-(piperazin-1-yl)phenyl)-7-methoxy-2,8-dimethylimidazo[1,2-a]pyridine-6-carboxamide